5,5-difluoro-1-(3-(methylsulfonyl)phenyl)-3-(trifluoromethyl)-4,5,6,7-tetrahydro-1H-indol-4-ol FC1(C(C=2C(=CN(C2CC1)C1=CC(=CC=C1)S(=O)(=O)C)C(F)(F)F)O)F